[Bi+3].C(C)C(C(=O)[O-])CCCC.C(C)C(C(=O)[O-])CCCC.C(C)C(C(=O)[O-])CCCC 2-ethylhexanoate bismuth